C(C)O[Si](OCC)(OCC)CC1CC(OC1)=O 4-((triethoxysilyl)methyl)dihydrofuran-2(3H)-one